C1(=CC=CC=C1)N1COC=C1 3-phenyl-2,3-dihydro-oxazole